methyl (S)-5-(3-aminoisoquinolin-4-yl)-2-((tert-butoxycarbonyl)amino)pentanoate NC=1N=CC2=CC=CC=C2C1CCC[C@@H](C(=O)OC)NC(=O)OC(C)(C)C